[1-(1-amino-1-naphthylmethyl)-2-oxopropyl]phosphonic acid dimethyl ester COP(OC)(=O)C(C(C)=O)CC1(CC=CC2=CC=CC=C12)N